C(C)C(CO)(CO)O 2-ethyl-propane-1,2,3-triol